COC1=C(C=C(C(=C1)\C=C(/C)\[N+](=O)[O-])OC)SC1=CC=CC=C1 (E)-(2,5-dimethoxy-4-(2-nitroprop-1-en-1-yl)phenyl)(phenyl)sulfane